C1(CCC1)C=1C(=NN(C1C1=C(C=C(C=C1)F)F)C)NC(=O)[C@@H]1C(C1)(F)F (R)-N-(4-cyclobutyl-5-(2,4-difluorophenyl)-1-methyl-1H-pyrazol-3-yl)-2,2-difluorocyclopropane-1-carboxamide